FC1=CC=C(C=C1)N=CSC N-(4-fluorophenyl)(methylthio)methanimine